(E)-3-(5-(4-((1-(4-(1-(4-hydroxyphenyl)-2-phenylbut-1-en-1-yl)phenyl)piperidin-4-yl)amino)piperidin-1-yl)-1-oxoisoindolin-2-yl)piperidine-2,6-dione OC1=CC=C(C=C1)\C(=C(/CC)\C1=CC=CC=C1)\C1=CC=C(C=C1)N1CCC(CC1)NC1CCN(CC1)C=1C=C2CN(C(C2=CC1)=O)C1C(NC(CC1)=O)=O